CN1C=C(C2=C(C=CC=C12)C)S(=O)(=O)C1=C(C=C(C=C1)N1C=NC(=C1)C)C 1,4-Dimethyl-3-((2-methyl-4-(4-methyl-1H-imidazol-1-yl)phenyl)sulfonyl)-1H-indole